FC=1C(=C(C=2C(=NSN2)C1C=1SC(=CC1)C1=C(C=CC=C1)OC1=CC=CC=C1)C=1SC(=CC1)C1=C(C=CC=C1)OC1=CC=CC=C1)OC1=CC=CC=C1 6-fluoro-5-phenoxy-4,7-bis[5-(2-phenoxyphenyl)-2-thienyl]benzo[c]-1,2,5-thiadiazole